CNC(=O)C1=CC2=C(C=N1)N=CN2CC2=CC=C(C=C2)B(O)O 4-((6-(methylcarbamoyl)imidazo[4,5-c]pyridin-1-yl)methyl)phenylboronic acid